CN(CCCC(=O)N[C@@H](CCC(=O)OC(CC\C=C/CCCCC)CCCCCCCCCCCCCC)C(=O)OC(CC\C=C/CCCCC)CCCCCCCCCCCCCC)C Di((Z)-tetracos-6-en-10-yl) (4-(dimethylamino)butanoyl)-Z-glutamate